C(C)(C)(C)C(C(=O)N)=C.C(C=C)(=O)O acrylic acid-tertiary butyl-acrylamide